COC1=C(C=CC=C1)OC(CC1=CC=C(C=C1)CC)=O 2-(4-ethylphenyl)acetic acid 2-methoxyphenyl ester